C(C)OC(=O)[C@H]1C[C@H](CC=2N1C(NN2)=O)C(F)(F)F |r| Ethyl-(5RS,7RS)-3-oxo-7-(trifluoromethyl)-2,3,5,6,7,8-hexahydro[1,2,4]triazolo[4,3-a]pyridine-5-Carboxylate